ClC1=CC=C(C=C1)C=1N=C(C=2N(C1)N=C(N2)N[C@@H](C)C(=O)O)C=2C=NN(C2)C (6-(4-chlorophenyl)-8-(1-methyl-1H-pyrazol-4-yl)-[1,2,4]triazolo[1,5-a]pyrazin-2-yl)-L-alanine